N(=C=S)C1=CC=NN1C 5-isothiocyanato-1-methyl-pyrazole